B(O)(O)OB(O)O.C(CCO)O.C(CCO)O di(1,3-propanediol) diborate